C[C@H](CCCC(C)C)[C@H]1CC[C@@H]2[C@@]1(CC[C@H]3[C@H]2CC[C@@H]4[C@@]3(CCC(=O)C4)C)C 5α-cholestanone